FC(C1=CC=CC(=N1)NC1CCC2=CC(=CC=C12)NC(C=C)=O)(F)F N-[1-[[6-(trifluoromethyl)pyridin-2-yl]amino]-2,3-dihydro-1H-inden-5-yl]acrylamide